2-(4,4-difluoro-3-methyl-1-piperidinyl)-6-fluoro-3-quinolinecarboxylic acid FC1(C(CN(CC1)C1=NC2=CC=C(C=C2C=C1C(=O)O)F)C)F